P(O)(O)O.P(O)(O)O.C(CCCCCCCCCCCC)CCCC(C1=CC(=C(C=C1C)O)C(C)(C)C)C1=CC(=C(C=C1C)O)C(C)(C)C (tridecyl)-4,4'-n-butylidenebis(2-tert-butyl-5-methylphenol) bisphosphite